CN1C(C(CCC1)C1=NC2=CC=C(C=C2C(N1CC(C)(C)C)=O)C)CCNC(OCC1=CC=CC=C1)=O benzyl (2-(1-methyl-3-(6-methyl-3-neopentyl-4-oxo-3,4-dihydroquinazolin-2-yl)piperidin-2-yl)ethyl)carbamate